tert-butyl N-[2-[(6-bromopyridine-2-carbonyl)amino]ethyl]carbamate BrC1=CC=CC(=N1)C(=O)NCCNC(OC(C)(C)C)=O